C(C)(=O)OCCOC(C(=C)C)=O.C(C(=C)C)(=O)OCCCCCCCCCCCCCCCCCC stearyl methacrylate (2-acetoxy)ethyl-methacrylate